CC(C[C@@H](B1OC([C@@H](N([C@@H](C(O1)=O)C)C)C)=O)NC([C@H](CC1=CC=CC=C1)NC(=O)C1=NC=CN=C1)=O)C N-((S)-1-(((R)-3-methyl-1-((5R,7S)-5,6,7-trimethyl-4,8-dioxo-1,3,6,2-dioxazaborocan-2-yl)butyl)amino)-1-oxo-3-phenylpropan-2-yl)pyrazine-2-carboxamide